FC1=C(C=C(C(=C1)C=1C=NC=CC1)F)C1=CC=CC=C1 2',5'-difluoro-4'-(pyridin-3-yl)-[1,1'-biphenyl]